Sodium magnesium ethylenediamine tetraacetate C(C)(=O)ON(CCN(OC(C)=O)OC(C)=O)OC(C)=O.[Mg].[Na]